N-[4-(1r,4r)-[[3-[2-[(4-aminocyclohexyl)amino]pyrimidin-4-yl]-4-pyridyl]sulfanyl]-3-fluorophenyl]2-chlorobenzenesulfonamide NC1CCC(CC1)NC1=NC=CC(=N1)C=1C=NC=CC1SC1=C(C=C(C=C1)NS(=O)(=O)C1=C(C=CC=C1)Cl)F